N(=C=O)C(C)(C)C1=CC=C(C=C1)OC(OC1=CC=C(C=C1)C(C)(C)N=C=O)=O Bis(4-(1-isocyanato-1-methylethyl)phenyl)-carbonat